2-(2-nitrophenyl)propyl 2-(2-(2-(2-azidoethoxy)ethoxy)ethoxy)ethoxycarbamate N(=[N+]=[N-])CCOCCOCCOCCONC(OCC(C)C1=C(C=CC=C1)[N+](=O)[O-])=O